C1(=CC=CC=C1)P(C(C1=C(C=C(C=C1C)C)C)=O)(C(C1=C(C=C(C=C1C)C)C)=O)=O phenylbis-(2,4,6-trimethylbenzoyl)-phosphine oxide